FC(F)(F)SCCNC(O[C@H]1[C@H](NC[C@@H]1O)CC1=CC=C(C=C1)C1=CN=CO1)=O (2R,3S,4S)-4-hydroxy-2-{[4-(1,3-oxazol-5-yl)phenyl]methyl}pyrrolidin-3-yl N-{2-[(trifluoromethyl)sulfanyl]ethyl}carbamate